4-((2R,4R)-1-((5-methoxy-7-methyl-1H-indol-4-yl)methyl)-4-(3-(trifluoromethoxy)azetidin-1-yl)piperidin-2-yl)benzoic acid COC=1C(=C2C=CNC2=C(C1)C)CN1[C@H](C[C@@H](CC1)N1CC(C1)OC(F)(F)F)C1=CC=C(C(=O)O)C=C1